NC1=CC=2N(C(=N1)C1=CC=C(C=C1)S(=O)(=O)N(C)C)N=C(N2)C 4-(7-amino-2-methyl-[1,2,4]triazolo[1,5-c]pyrimidin-5-yl)-N,N-dimethylbenzenesulfonamide